CC(CC)(CCCCCCCCCCCCCCCC)C1C(N=NO1)=O 5-(3-methylnonadecan-3-yl)-1,2,3-oxadiazol-4(5H)-one